lithium aluminum silicate (silicate) [Si]([O-])([O-])([O-])[O-].[Si](O)(O)(O)O.[Al+3].[Li+]